C(C)(C)(C)C=1C=C(C2=C(N=C(O2)C2=CC=CC=C2)C1)C(C)(C)C 5,7-di-tert-butyl-2-phenylbenzo[d]oxazole